N-(2-phenylethyl)-2-[(6-phenylpyridazin-3-yl)amino]-1,3-thiazole-5-carboxamide C1(=CC=CC=C1)CCNC(=O)C1=CN=C(S1)NC=1N=NC(=CC1)C1=CC=CC=C1